FC1=C(C(=CC(=C1)CNC(C)C)F)C=1C=C2C(=CN1)NN=C2C=2C(=C(C(=O)N)C=CC2N2CCN(CC2)C)OC (5-(2,6-difluoro-4-((isopropylamino)methyl)phenyl)-1H-pyrazolo[3,4-c]pyridin-3-yl)-2-methoxy-4-(4-methylpiperazin-1-yl)benzamide